OCC1CCCCC1 mono(hydroxymethyl)cyclohexane